1,3,4-oxadiazole-2(3H)-On O1C(NN=C1)=O